NC(COC1=C(C=C(C(=O)NCC=2C(NC(=CC2C)C)=O)C=C1OC)Cl)=O 4-(2-amino-2-oxoethoxy)-3-chloro-N-((4,6-dimethyl-2-oxo-1,2-dihydropyridin-3-yl)methyl)-5-methoxybenzamide